N-[5-[6-(dimethylamino)-5-fluoropyridin-3-yl]-4-fluoro-2-[rac-(3R,5S)-3,4,5-trimethylpiperazin-1-yl]phenyl]-6-oxo-4-(trifluoromethyl)-1H-pyridine-3-carboxamide CN(C1=C(C=C(C=N1)C=1C(=CC(=C(C1)NC(=O)C1=CNC(C=C1C(F)(F)F)=O)N1C[C@H](N([C@H](C1)C)C)C)F)F)C |r|